ClC1=CC(=NC(=C1)N1[C@@H](CCC1)C)C(=O)NC1=CC(=C(C(=O)O)C=C1)C (R)-4-(4-chloro-6-(2-methylpyrrolidin-1-yl)pyridinamido)-2-methylbenzoic acid